C(C)C(COC(C=C(C1=CC=CC=C1)C1=CC=CC=C1)=O)CCCC β-phenylcinnamic acid 2-ethylhexyl ester